N[C@@H](C)C=1N(N=C2N=C(C=CC21)C2=C(C=C(C=C2C)C(F)(F)F)O)[C@H]2CCC(N(C2)C)=O (S)-5-(3-((S)-1-aminoethyl)-6-(2-hydroxy-6-methyl-4-(trifluoromethyl)phenyl)-2H-pyrazolo[3,4-b]pyridin-2-yl)-1-methylpiperidin-2-one